FC=1C=C2C(C(=C(C(C2=CC1)=O)C)CC=1C=NC(=CC1)C(F)(F)F)=O 6-fluoro-2-methyl-3-((6-(trifluoromethyl)pyridin-3-yl)methyl)naphthalene-1,4-dione